CN1C[C@@H]2C([C@@H]2C1)N(C(O)=O)C=1N=CC2=C(C(=C(C=C2C1)C1=C(C2=C(OCCN2)N=C1)C)F)N.C(C1=CC=CC=C1)SC(C(F)(F)F)(F)F Benzyl-(perfluoroethyl)sulfane (1R,5S,6s)-3-Methyl-3-azabicyclo[3.1.0]hexan-6-yl-(8-amino-7-fluoro-6-(8-methyl-2,3-dihydro-1H-pyrido[2,3-b][1,4]oxazin-7-yl)isoquinolin-3-yl)carbamate